CC1(OCCO1)C (R)-2,2-dimethyl-1,3-dioxolan